3-(Bromomethyl)-5-(3-cyclopropoxyphenyl)-1-(2-methoxyphenyl)-1H-pyrazole BrCC1=NN(C(=C1)C1=CC(=CC=C1)OC1CC1)C1=C(C=CC=C1)OC